1-(2-Aminophenyl)-3-(4-hydroxyphenyl)prop-2-en-1-one NC1=C(C=CC=C1)C(C=CC1=CC=C(C=C1)O)=O